sec-butanesulphonic acid C(C)(CC)S(=O)(=O)O